3-(2-methylpropanoyl)thiophene-2-carboxylic acid CC(C(=O)C1=C(SC=C1)C(=O)O)C